8-((3S,4S)-4-(3,4-dihydroisoquinolin-2(1H)-yl)-3-hydroxypiperidine-1-carbonyl)-4-isopropyl-1,2,3,4-tetrahydro-5H-benzo[e][1,4]diazepin-5-one C1N(CCC2=CC=CC=C12)[C@@H]1[C@H](CN(CC1)C(=O)C=1C=CC2=C(NCCN(C2=O)C(C)C)C1)O